ClCC1=NOC(=C1)C=1C(=NC=CC1)N(C(=O)OC(C)(C)C)C(=O)OC(C)(C)C Di-tert-butyl [3-(3-(chloromethyl)-1,2-oxazol-5-yl)pyridin-2-yl]imidodicarbonate